(2S)-10-((2-(6-Oxa-3-azabicyclo[3.1.1]heptan-3-yl)-5-chloropyrimidin-4-yl)amino)-2-cyclopropyl-3,3-difluoro-7-methyl-1,2,3,4-tetrahydro-[1,4]oxazepino[2,3-c]chinolin-6(7H)-on C12CN(CC(O1)C2)C2=NC=C(C(=N2)NC2=CC=1C3=C(C(N(C1C=C2)C)=O)OCC([C@@H](N3)C3CC3)(F)F)Cl